CN1N=C(C=C1)CS(=O)(=O)NC1=C(C(=C(C=C1F)C1=CC2=C(N=C(N=C2)N[C@@H]2CNC[C@H](C2)F)N(C1=O)C(C)C)F)F 1-(1-Methyl-1H-pyrazol-3-yl)-N-(2,3,6-trifluoro-4-(2-(((3S,5S)-5-fluoropiperidin-3-yl)amino)-8-isopropyl-7-oxo-7,8-dihydropyrido[2,3-d]pyrimidin-6-yl)phenyl)methanesulfonamide